BrC=1C=C(C=C(C1)OC)N1N=CC(=C1)C(C(=O)OC)C methyl 2-[1-(3-bromo-5-methoxyphenyl)pyrazol-4-yl]propanoate